FC(C(=O)NC1C[C@H]2CC[C@@H](C1)N2C(=O)OC(C)(C)C)(F)F tert-butyl (1R,3s,5s)-3-(2,2,2-trifluoroacetamido)-8-azabicyclo[3.2.1]octane-8-carboxylate